C(C)C1=CC=C(CCNC2=NC3=CC=CC=C3C(=N2)NCCO)C=C1 2-((2-((4-ethylphenethyl)amino)quinazolin-4-yl)amino)ethan-1-ol